3-[3-[3-chloro-4-(trifluoromethyl)anilino]pyrazin-2-yl]-4H-1,2,4-oxadiazol-5-one ClC=1C=C(NC=2C(=NC=CN2)C2=NOC(N2)=O)C=CC1C(F)(F)F